(5S)-5,8,8-trimethyl-5-phenyl-4-vinyl-9,10-dihydro-7H-benzo[b][1,8]naphthyridin-6-one C[C@]1(C2=C(NC=3N=CC=C(C13)C=C)CC(CC2=O)(C)C)C2=CC=CC=C2